N-(4-chlorobenzyl)-1-methyl-2-oxo-8-((1-sulfamoylcyclopropyl)methoxy)-1,2-dihydro-1,5-naphthyridine-3-carboxamide ClC1=CC=C(CNC(=O)C=2C(N(C3=C(C=CN=C3C2)OCC2(CC2)S(N)(=O)=O)C)=O)C=C1